O=C1NC(CCC1NC=1C=C(C=CC1)NC(CN1CCC(CC1)CN1CCNCC1)=O)=O 4-((1-(2-((3-((2,6-dioxopiperidin-3-yl)amino)phenyl)amino)-2-oxoethyl)piperidin-4-yl)methyl)piperazin